tert-butyl 3-(2-acetamidoethyl)-5-(propylthio)-1H-indole-1-carboxylate C(C)(=O)NCCC1=CN(C2=CC=C(C=C12)SCCC)C(=O)OC(C)(C)C